7-(4-hydroxyphenyl)-8,9,10,11-tetrahydro-3H-pyrazolo[4,3-a]phenanthridin-9-ol OC1=CC=C(C=C1)C1=NC2=CC=C3C(=C2C=2CCC(CC12)O)C=NN3